CN(C=1C=C2SC=3C=C(C=CC3NC2=CC1)OCCOCCOCCOCCOC=1C=C2C(N(C(C2=CC1)=O)C1C(NC(CC1)=O)=O)=O)C 5-(2-(2-(2-(2-((7-(dimethylamino)-10H-phenothiazin-3-yl)oxy)ethoxy)ethoxy)ethoxy)ethoxy)-2-(2,6-dioxopiperidin-3-yl)isoindoline-1,3-dione